FC=1C=C(C(=O)NCC=2N=NN(C2)[C@@H](CC(=O)NO)CC2=CNC3=CC=CC=C23)C=CC1F 3,4-difluoro-N-[[1-[(1R)-3-(hydroxyamino)-1-(1H-indol-3-ylmethyl)-3-oxo-propyl]triazol-4-yl]methyl]benzamide